BrC=1C=C2C(=NC1OC)C=CS2 6-bromo-5-methoxythieno[3,2-b]pyridine